C(C)(C)(C)OC(=O)N1C[C@@H](N(CC1)C=1C=NC(=CC1)NC=1C(=NC=C(C1)Br)OC)C.NCCCCCCNCCC[Si](OC)(OC)OC N-(6-AMINOHEXYL)AMINOPROPYL-trimethoxysilane tert-butyl-(S)-4-(6-((5-bromo-2-methoxypyridin-3-yl)amino)pyridin-3-yl)-3-methylpiperazine-1-carboxylate